N1CC(C1)N1N=CC2=CC(=C(C=C12)C(=O)NC1(CC1)C1=CC=CC2=CC=CC=C12)C 1-(Azetidin-3-yl)-5-methyl-N-(1-(naphthalen-1-yl)cyclopropyl)-1H-indazole-6-carboxamide